CC=1C=CC=2N(C1)N=CC2C2=C1CNC(C1=C(C=C2)NC2=NC=C(C=C2)CN2CCOCC2)=O 4-(6-methylpyrazolo-[1,5-a]pyridin-3-yl)-7-[[5-(morpholino-methyl)-2-pyridyl]amino]isoindolin-1-one